C(C)(C)(C)OC(N(N=O)C1(CC1)C)=O N-(1-methylcyclopropyl)-N-nitroso-carbamic acid tert-butyl ester